NC(C(=O)N1CCC2(CCC2)CC1)C 2-amino-1-(7-azaspiro[3.5]nonan-7-yl)propan-1-one